(2R)-2-amino-N-[(1R)-1-(3-fluoro-5-methylphenyl)ethyl]-3-hydroxypropanamide N[C@@H](C(=O)N[C@H](C)C1=CC(=CC(=C1)C)F)CO